FC1(CCN(CC1)S(=O)(=O)C=1C=C(C(=O)N2CC3(C4=CC=CC=C24)CCC2(CC3NS(=O)(=O)C)CC2)C=CC1)F N-(1''-(3-((4,4-difluoropiperidin-1-yl)sulfonyl)benzoyl)dispiro[cyclopropane-1,1'-cyclohexane-4',3''-indolin]-5'-yl)methanesulfonamide